1-benzyloxy-3-iodobenzene C(C1=CC=CC=C1)OC1=CC(=CC=C1)I